CN(C(=O)N1CCN(CC1)C1=C2C(=CC(=NC2=CC(=C1)S(=O)(=O)N(C(OC(C)(C)C)=O)C1(CC1)C)O)C)C tert-butyl ((5-(4-(dimethylcarbamoyl)piperazin-1-yl)-2-hydroxy-4-methylquinolin-7-yl)sulfonyl)(1-methylcyclopropyl)carbamate